O1C(OCC1)C(CO)(C)C 2-(1,3-dioxolan-2-yl)-2-methylpropan-1-ol